BrC1=C(C=C(C=C1F)CP(=O)(OCC)OCC)F 2-bromo-5-(diethoxyphosphorylmethyl)-1,3-difluoro-benzene